CN1N=CC(=C1)C=1C=CC=2N(C1)N=CC2C=2CN(CC2)C(=O)OC(C)(C)C tert-butyl 3-[6-(1-methyl-1H-pyrazol-4-yl)pyrazolo[1,5-a]pyridine-3-yl]-2,5-dihydro-1H-pyrrole-1-carboxylate